COC1=CC=C(C=C1)CC(C)[Te]C 1-methoxy-4-(2-methyltelluro-propyl)benzene